BrCCC1=C(C=C(C=C1)Cl)Cl 1-(2-bromoethyl)-2,4-dichlorobenzene